(3R,6R)-1-(7-(8-Ethyl-7-fluoro-3-hydroxynaphthalen-1-yl)-8-fluoro-2-(((2R,7aS)-2-fluorotetrahydro-1H-pyrrolizin-7a(5H)-yl)methoxy)pyrido[4,3-d]pyrimidin-4-yl)-6-methyl-piperidin-3-ol C(C)C=1C(=CC=C2C=C(C=C(C12)C1=C(C=2N=C(N=C(C2C=N1)N1C[C@@H](CC[C@H]1C)O)OC[C@]12CCCN2C[C@@H](C1)F)F)O)F